CN(C=1C=CC2=CC3=CC=C(C=C3[N+](=C2C1)CC[18F])N(C)C)C 3,6-bis(dimethylamino)-10-(2-[18F]fluoroethyl)acridinium